{1-[1-(1,3-oxazol-2-ylcarbonyl)piperidin-4-yl]-3-[4-(7H-pyrrolo[2,3-d]pyrimidin-4-yl)-1H-pyrazol-1-yl]azetidin-3-yl}acetonitrile O1C(=NC=C1)C(=O)N1CCC(CC1)N1CC(C1)(N1N=CC(=C1)C=1C2=C(N=CN1)NC=C2)CC#N